tert-butyl (S)-7-(4-(2-(tetrahydro-2H-pyran-4-yl)phenyl)piperidin-1-yl)-5-oxa-2-azaspiro[3.4]octane-2-carboxylate O1CCC(CC1)C1=C(C=CC=C1)C1CCN(CC1)[C@@H]1COC2(CN(C2)C(=O)OC(C)(C)C)C1